4-(2H-tetrazol-5-yl)piperidine-hydrochloride Cl.N=1NN=NC1C1CCNCC1